beta-hydroxyethyl-stearyl-ammonium hydroxide [OH-].OCC[NH2+]CCCCCCCCCCCCCCCCCC